4-((1S,3S)-3-butyl-6-methoxy-2-(3-(trimethylsilyl)propionyl)-1,2,3,4-tetrahydroisoquinolin-1-yl)-N-(2-methoxyethyl)benzamide C(CCC)[C@@H]1N([C@H](C2=CC=C(C=C2C1)OC)C1=CC=C(C(=O)NCCOC)C=C1)C(CC[Si](C)(C)C)=O